COC\C(=N/O)\C1=C(C=C(C=C1F)F)F 2-methoxy-1(Z)-(2,4,6-trifluorophenyl)ethanone oxime